(5aS,6aR)-ethyl 5a-(3,5-difluorophenyl)-3-thioxo-2,3,5,5a,6,6a-hexahydrocyclopropa[3,4]pyrrolo[1,2-c]imidazole-1-carboxylate FC=1C=C(C=C(C1)F)[C@]12[C@H](C=3N(C(NC3C(=O)OCC)=S)C1)C2